sec-pentyl isocaproate C(CCC(C)C)(=O)OC(C)CCC